FC1=C(SC(=C1)N1CC(NCC1)C)C(=O)NC=1C=C(C=2N(C1)C=C(N2)C)F 3-fluoro-N-[8-fluoro-2-methylimidazo[1,2-a]pyridin-6-yl]-5-(3-methylpiperazin-1-yl)thiophene-2-carboxamide